NCCCOCCCC1=CC=CC=2N(C(N(C21)C)=O)C2C(NC(CC2)=O)=O 3-(4-(3-(3-Aminopropoxy)propyl)-3-methyl-2-oxo-2,3-dihydro-1H-benzo[d]imidazol-1-yl)piperidine-2,6-dione